6-(1-(2-((3aR,7aR)-4-(3-fluorophenyl)octahydro-1H-pyrrolo[3,2-b]pyridin-1-yl)pyridin-4-yl)piperidin-4-yl)hexanal FC=1C=C(C=CC1)N1[C@H]2[C@@H](CCC1)N(CC2)C2=NC=CC(=C2)N2CCC(CC2)CCCCCC=O